(S)-1-(5-(N-oxetan-3-ylsulfamoyl)naphthalen-1-ylamino)-1-oxo-3-phenylpropan-2-ylcarbamic acid tert-butyl ester C(C)(C)(C)OC(N[C@H](C(=O)NC1=CC=CC2=C(C=CC=C12)S(NC1COC1)(=O)=O)CC1=CC=CC=C1)=O